O=C1NC(CCC1C1=NN(C2=CC(=CC=C12)NC1=C(C=C(C=C1)CC(=O)NC1=CC2=CC(=C(C(=C2C=C1)F)N1S(NC(C1)=O)(=O)=O)O)F)C)=O 2-[4-[[3-(2,6-dioxo-3-piperidyl)-1-methyl-indazol-6-yl]amino]-3-fluoro-phenyl]-N-[5-fluoro-7-hydroxy-6-(1,1,4-trioxo-1,2,5-thiadiazolidin-2-yl)-2-naphthyl]acetamide